P(=O)(OC1=CC=C(C=C1)C)(OC1=C(C(=CC=C1)C)C)OC1=C(C(=CC=C1)C)C cresyl di(xylyl) phosphate